2-(1-Diphenylmethylazetidin-3-ylidene)acetic acid ethyl ester C(C)OC(C=C1CN(C1)C(C1=CC=CC=C1)C1=CC=CC=C1)=O